FC(C(C1=CC=C(C=C1)F)N1N=C(C(=C1)C=1C(=C(C=CC1)C1=CC=2N(C=C1)N=C(N2)N)F)F)(C)F 7-(3-(1-(2,2-difluoro-1-(4-fluorophenyl)propyl)-3-fluoro-1H-pyrazol-4-yl)-2-fluorophenyl)-[1,2,4]triazolo[1,5-a]pyridin-2-amine